COC1=C(C=CC(=C1)N1CCN(CC1)C)NC1=NC=C2N=C(N(C2=N1)[C@@H]1CN(CC1)C(C=C)=O)NC1=CC=CC=C1 (S)-2-(2-methoxy-4-(4-methyl-1-piperazinyl)phenylamino)-8-phenylamino-9-(N-acryloyl-3-pyrrolidinyl)-9H-purine